(3R)-3-{[2-(thien-3-yl)[1,2,4]triazolo[1,5-c]quinazolin-5-yl]amino}azepin-2-one S1C=C(C=C1)C1=NN2C(=NC=3C=CC=CC3C2=N1)NC=1C(N=CC=CC1)=O